CP(=O)(C)C1=C(C=CC=C1)C1=C(C(=C(C=C1)N1C(C(CCC1)NC(OC(C)(C)C)=O)=O)F)F tert-Butyl (1-(2'-(dimethylphosphoryl)-2,3-difluoro-[1,1'-biphenyl]-4-yl)-2-oxopiperidin-3-yl)carbamate